Cl.FC(C1=C(CN2N=C(C(=C2)N)C)C=CC(=C1)C(F)(F)F)(F)F 1-(2,4-bis(trifluoromethyl)benzyl)-3-methyl-1H-pyrazol-4-amine hydrochloride